ClC(OC1=CC=C(C=C1)NC(=O)C1=CN(C(C=C1)=O)C=1C=NC2=CC=CN=C2C1)(F)F N-[4-(Chlorodifluoromethoxy)phenyl]-1-(1,5-naphthyridin-3-yl)-6-oxo-1,6-dihydropyridine-3-carboxamide